3-(1-(1H-pyrazol-1-yl)phenoxy)-6-isopropyl-4-(1H-pyrazol-1-yl)pyridine N1(N=CC=C1)C1(OC=2C=NC(=CC2N2N=CC=C2)C(C)C)CC=CC=C1